COC1=CC=C(C=C1)C1=NOC(=N1)N1CCC(CC1)C(=O)NCC1CN(CC1)CC=1N(C=CC1)C 1-(3-(4-Methoxyphenyl)-1,2,4-oxadiazol-5-yl)-N-((1-((1-methyl-1H-pyrrol-2-yl)methyl)pyrrolidin-3-yl)methyl)piperidine-4-carboxamide